[F].[O] oxygen fluorine